1-(4-((2,6-dichloropyridin-4-yl)methyl)piperazin-1-yl)ethan-1-one benzyl-(1R,3R,5R)-2-azabicyclo[3.1.0]hexane-3-carboxylate C(C1=CC=CC=C1)OC(=O)[C@@H]1N[C@@H]2C[C@@H]2C1.ClC1=NC(=CC(=C1)CN1CCN(CC1)C(C)=O)Cl